ethyl 4-oxo-1-(tetrahydro-2H-pyran-4-yl)-5-(p-tolyl)-1,4-dihydropyridine-3-carboxylate O=C1C(=CN(C=C1C1=CC=C(C=C1)C)C1CCOCC1)C(=O)OCC